IC=1C(=C(C(=O)Cl)C=CC1)OC iodo-2-methoxybenzoyl chloride